3-fluoro-1-methoxy-5-(1H-pyrazol-1-yl)-5,6,7,8-tetrahydronaphthalene-2-carbaldehyde oxime FC=1C(=C(C=2CCCC(C2C1)N1N=CC=C1)OC)C=NO